C(C)C1NC2=CC=C(C=C2NC1=O)C(=O)OC methyl 2-ethyl-3-oxo-1,2,3,4-tetrahydroquinoxaline-6-carboxylate